NC=1C2=C(N=CN1)N(C=C2C2=CC=C(C=1N2C=C(N1)C(F)(F)F)NC(=O)NC1=CC(=C(C=C1)CN1CCN(CC1)C)C(F)(F)F)C1CC1 1-(5-(4-amino-7-cyclopropyl-7H-pyrrolo[2,3-d]pyrimidin-5-yl)-2-(trifluoromethyl)imidazo[1,2-a]pyridin-8-yl)-3-(4-((4-methylpiperazin-1-yl)methyl)-3-(trifluoromethyl)phenyl)urea